O1C(CCC=C1)C=1NOC=CC1 dihydropyranylOxazine